(3R)-3-[[6-(6-chloroimidazo[1,2-a]pyrazin-3-yl)-2-pyridinyl]amino]piperidine-1-carboxylic acid tert-butyl ester C(C)(C)(C)OC(=O)N1C[C@@H](CCC1)NC1=NC(=CC=C1)C1=CN=C2N1C=C(N=C2)Cl